BrC=1C(N(C(=CC1OC1=C(C=C(C=C1)F)F)C)CC1=CC=C(C=C1)C(=O)NCCN)=O 3-bromo-4-(2,4-difluorophenoxy)-6-methyl-1-[4-((aminoethyl)aminocarbonyl)benzyl]pyridin-2(1H)-one